C1=CC=C2C(=C1)C=CC3=C2C=CC=C3N=NC4=CC=CC5=C4C=CC6=CC=CC=C65 azophenanthrene